CNC1=NC2=CC=C(C=C2C(=N1)N1CC2(C1)CCN(CC2)CC2=CC=C(C=C2)NS(=O)(=O)CC)CC(F)(F)F N-(4-((2-(2-(methylamino)-6-(2,2,2-trifluoroethyl)quinazolin-4-yl)-2,7-diazaspiro[3.5]nonan-7-yl)methyl)phenyl)ethanesulfonamide